3-phenyl-2-piperidin-1-ylpropanoic acid C1(=CC=CC=C1)CC(C(=O)O)N1CCCCC1